5-(Chloromethyl)pyrimidine HCl Cl.ClCC=1C=NC=NC1